(4R)-N-[(3S,4R)-6-chloro-3-hydroxy-3-methyl-chroman-4-yl]-4-(2-imino-4,4-dimethyl-6-oxo-hexahydropyrimidin-1-yl)chromane-6-carboxamide ClC=1C=C2[C@H]([C@](COC2=CC1)(C)O)NC(=O)C=1C=C2[C@@H](CCOC2=CC1)N1C(NC(CC1=O)(C)C)=N